ClC=1C=C2C(=NC1)NC=C2CCO 2-(5-chloro-1H-pyrrolo[2,3-b]pyridin-3-yl)ethan-1-ol